1-(3-bromo-4-fluorobenzyl)imidazolin-2-imine Hydrobromide Br.BrC=1C=C(CN2C(NCC2)=N)C=CC1F